5-thia-1-azabicyclo[4.2.0]oct-2-ene-2-carboxylic acid N12C(=CCSC2CC1)C(=O)O